2-(2-bromo-pyridin-4-yl)-5-methoxy-2,3-dihydrobenzo[d]oxazole BrC1=NC=CC(=C1)C1OC2=C(N1)C=C(C=C2)OC